3,3-diphenyl-glutaraldehyde C1(=CC=CC=C1)C(CC=O)(CC=O)C1=CC=CC=C1